calcium thiophenolate C1(=CC=CC=C1)[S-].[Ca+2].C1(=CC=CC=C1)[S-]